2-(acryloxymethyl)-4-trifluoromethyl-oxetane C(C=C)(=O)OCC1OC(C1)C(F)(F)F